C(C)(C)(C)OC(N[C@@H]1CC[C@H](CC1)N1CC2=CC=C(C=C2C1)N1C(N=C(C=C1)N)=O)=O ((trans)-4-(5-(4-amino-2-oxopyrimidin-1(2H)-yl)isoIndolin-2-yl)cyclohexyl)carbamic acid tert-butyl ester